O[C@]([C@H](/C=C/[C@@H]([C@H](C=O)\C(\C)=C\C=C\C(CCC1=CC=C(C=C1)COC)C)C)OC(C)=O)(CC[C@@H](CC=O)O)C Acetic acid [(2s,3s,4e,6s,7s,10s)-7,10-dihydroxy-2-[(2e,4e)-8-[4-(methoxymethyl) phenyl]-6-methylocta-2,4-dien-2-yl]-3,7-dimethyl-12-oxo-1-oxododec-4-en-6-yl] ester